[Si](C)(C)(C(C)(C)C)OC(CCNC1=NC(=NN1COCC[Si](C)(C)C)C1=CC=NC=C1)C=1C=NC(=CC1)F N-(3-((tert-butyldimethylsilyl)oxy)-3-(6-fluoropyridin-3-yl)propyl)-3-(pyridin-4-yl)-1-((2-(trimethylsilyl)ethoxy)methyl)-1H-1,2,4-triazol-5-amine